2,6-diazaspiro[3.5]nonane C1NCC12CNCCC2